5-cyclohexyl-2-(2,6-dimethylpyridin-4-yl)-3-isopropyl-1H-indole C1(CCCCC1)C=1C=C2C(=C(NC2=CC1)C1=CC(=NC(=C1)C)C)C(C)C